O1CCC(=CC1)C1=C2C=C(N=CC2=C(N=C1)NC)NC(=O)C1CC1 N-(5-(3,6-dihydro-2H-pyran-4-yl)-8-(methylamino)-2,7-naphthyridin-3-yl)cyclopropanecarboxamide